O1CCN(CC1)C=1C2=C(N=C(N1)N/N=C/C=1C=C(C=CC1)C)C=C(N2)C(=O)NC2COCC2 4-morpholino-2-[(2E)-2-(m-tolylmethylene)hydrazino]-N-tetrahydrofuran-3-yl-5H-pyrrolo[3,2-d]pyrimidine-6-carboxamide